ICCCCCCCC(=O)NCCCC[C@H](N)C(=O)O N6-(8-iodooctanoyl)-L-lysine